C1(CCCCC1)N1N=NN=C1 1-cyclohexyl-1H-tetrazol